C1(=CC=CC=C1)C1=NN=C(S1)C(=O)C1CCN(CC1)C(=O)[O-] 4-(5-Phenyl-1,3,4-thiadiazol-2-carbonyl)piperidine-1-carboxylate